(5-(2-fluorophenyl)-4-methoxy-1H-pyrrol-3-yl)methanol FC1=C(C=CC=C1)C1=C(C(=CN1)CO)OC